1,2-Bis-dimethylsilyl-benzene C[SiH](C1=C(C=CC=C1)[SiH](C)C)C